butyl 4-hydroxyphenylacetate OC1=CC=C(C=C1)CC(=O)OCCCC